NC=1C(NC2=C3C=CC=NC3=C(C=C2C1C1=C2C=NNC2=C(C=C1)F)CCCF)=O 3-amino-4-(7-fluoro-1H-indazol-4-yl)-6-(3-fluoropropyl)-1H-1,7-phenanthrolin-2-one